N-cyclopropyl-3-(6-((1-hydroxy-2-methylpropan-2-yl-1,1-d2)amino)-5-(1-methyl-1H-pyrazol-4-yl)pyridin-3-yl)-4-methylbenzamide C1(CC1)NC(C1=CC(=C(C=C1)C)C=1C=NC(=C(C1)C=1C=NN(C1)C)NC(C([2H])([2H])O)(C)C)=O